C(C1=CC=CC=C1)OC=1C=C2C3=C(NC2=CC1)C(NC(C3COC)C(=O)OCC)C(=O)O 6-benzyloxy-3-ethoxycarbonyl-4-(methoxymethyl)-2,3,4,9-tetrahydro-1H-pyrido[3,4-b]indole-1-carboxylic acid